FC=1C=C(C=CC1C(C)O)C(C#N)(C)C (3-fluoro-4-(1-hydroxyethyl)phenyl)-2-methylpropanenitrile